C(#N)[C@H](CC1=CC=C(C=C1)C=1C=CC2=C(N(C(O2)=O)C)C1)NC(=O)[C@H]1OCC(CN(C1)C(=O)OC(C)(C)C)C tert-butyl (2S)-2-(((S)-1-cyano-2-(4-(3-methyl-2-oxo-2,3-dihydrobenzo[d]oxazol-5-yl)phenyl)ethyl)carbamoyl)-6-methyl-1,4-oxazepane-4-carboxylate